N1C=C(C2C=CC=CC12)C=1N(C(=NN1)S)CCCC=1N=CN(C1)C(C1=CC=CC=C1)(C1=CC=CC=C1)C1=CC=CC=C1 5-(3a,7a-dihydro-1H-indol-3-yl)-4-(3-(1-trityl-1H-imidazol-4-yl)propyl)-4H-1,2,4-triazole-3-thiol